2-(2-((3R,4R)-3-amino-4-fluoropiperidin-1-yl)-6-fluoro-1H-benzo[d]imidazol-1-yl)-N-((S)-1-cyanopropan-2-yl)acetamide N[C@@H]1CN(CC[C@H]1F)C1=NC2=C(N1CC(=O)N[C@H](CC#N)C)C=C(C=C2)F